4,4',4'',4'''-((perfluoro-1,4-phenylene)bis(methanetriyl))tetraphenol FC1=C(C(=C(C(=C1F)C(C1=CC=C(C=C1)O)C1=CC=C(C=C1)O)F)F)C(C1=CC=C(C=C1)O)C1=CC=C(C=C1)O